C(C)(C)(C)OC(=O)N1CCN(CC1)C=1N(C=CN1)S(N(C)C)(=O)=O 4-(1-(N,N-dimethylsulfamoyl)-1H-imidazol-2-yl)piperazine-1-carboxylic acid tert-butyl ester